Cl.N1CC(OCC1)C1=CC=C(C=C1)NC(=O)NC1=CC=C(C=C1)C(F)(F)F 4-(Morpholin-2-yl)phenyl-3-(4-(trifluoromethyl)phenyl)urea hydrochloride